ClC=1C=C(C=C(C1N[C@@H](CSC1=CC=C(C=C1)F)CCN1CC(C1)OC1CC1)Cl)S(=O)(=O)NC(=O)[C@@]1(OCCCC1)C (R)-N-((3,5-DICHLORO-4-(((R)-4-(3-CYCLOPROPOXYAZETIDIN-1-YL)-1-((4-FLUOROPHENYL)THIO)BUTAN-2-YL)AMINO)PHENYL)SULFONYL)-2-METHYLTETRAHYDRO-2H-PYRAN-2-CARBOXAMIDE